NCC1=C(C=C2C(C(=CN(C2=C1)C1CC1)CN(CC1=CC(=NC=C1)C)[C@@H]1CN(CCC1)C=1C=NC(=CC1)C)=O)F 7-(aminomethyl)-1-cyclopropyl-6-fluoro-3-({[(3S)-1-(6-methylpyridin-3-yl)piperidin-3-yl][(2-methylpyridin-4-yl)methyl]amino}methyl)-1,4-dihydroquinolin-4-one